5-(4-fluorophenyl)-1H-indole-2-carboxylic acid methyl ester COC(=O)C=1NC2=CC=C(C=C2C1)C1=CC=C(C=C1)F